tert-butyl 4-(5-(5-((2,2,2-trifluoro-ethyl)carbamoyl)thiophen-3-yl)-1H-pyrrolo[2,3-b]pyridin-2-yl)-piperidine-1-carboxylate FC(CNC(=O)C1=CC(=CS1)C=1C=C2C(=NC1)NC(=C2)C2CCN(CC2)C(=O)OC(C)(C)C)(F)F